N-(4-(hydroxymethyl)tetrahydro-2H-pyran-4-yl)-2,6-dimethyl-5-((4-methylthiazol-5-yl)-methoxy)benzofuran-3-carboxamide OCC1(CCOCC1)NC(=O)C1=C(OC2=C1C=C(C(=C2)C)OCC2=C(N=CS2)C)C